CC1(CC(C1)OC1=C(C=C(C=C1)C(F)F)[N+](=O)[O-])C(=O)O[C@@H]1CN(CCC1)C1=NC(=NC(=N1)OC1=NC(=CC=C1)Cl)NC1=CC(=CC=C1)C(F)(F)F (S)-1-(4-((6-chloropyridin-2-yl)oxy)-6-((3-(trifluoromethyl)phenyl)amino)-1,3,5-triazin-2-yl)piperidin-3-ol methyl-trans-3-(4-(difluoromethyl)-2-nitrophenoxy)cyclobutane-1-carboxylate